ClC=1C=C(C=CC1F)NC1=NC=NC2=CC(=C(C=C12)NC(C=C)=O)OCCCN1CCC(CC1)N1CCN(CC1)C(CCNC1=C2CN(C(C2=CC=C1)=O)C1C(NC(CC1)=O)=O)=O N-(4-((3-chloro-4-fluorophenyl)amino)-7-(3-(4-(4-(3-((2-(2,6-dioxopiperidin-3-yl)-1-oxoisoindolin-4-yl)amino)propanoyl)piperazin-1-yl)piperidin-1-yl)propoxy)quinazolin-6-yl)acrylamide